ClC1=C(C=C(OCC(=O)NC23CC(C2)(C3)NC(COCC(=O)OC)=O)C=C1)F methyl [2-({3-[2-(4-chloro-3-fluorophenoxy)acetamido]bicyclo[1.1.1]pentan-1-yl}amino)-2-oxoethoxy]acetate